C(C)N1N=C2C=C(C=CC2=C1)COC1=CC=CC(=N1)C1CCN(CC1)CC1=NC2=C(N1C[C@H]1OCC1)C=C(C=C2)C(=O)O (S)-2-((4-(6-((2-ethyl-2H-indazol-6-yl)methoxy)pyridin-2-yl)piperidin-1-yl)methyl)-1-(oxetan-2-ylmethyl)-1H-benzo[d]imidazole-6-carboxylic acid